C1(=CC=CC=C1)C1NC(NC(=C1C(=O)OC)C)=S 4-phenyl-5-methoxycarbonyl-6-methyl-3,4-dihydropyrimidine-2(1H)-thione